C(C=C)(=O)N1CC(C1)NC1=NC(=NC2=C(C(=C(C=C12)CC#N)C1=CC=C(C2=C1N=C(S2)N)F)F)OCC21CCCN1CCC2 2-(4-((1-acryloylazetidin-3-yl)amino)-7-(2-amino-7-fluorobenzo[d]thiazol-4-yl)-8-fluoro-2-((tetrahydro-1H-pyrrolizin-7a(5H)-yl)methoxy)quinazolin-6-yl)acetonitrile